O=C1N(CCC(N1)=O)C1=CC=C(C=C1)C#CCN1CCOC2(C1)CCN(CC2)C(=O)OC(C)(C)C tert-butyl 4-(3-(4-(2,4-dioxotetrahydropyrimidin-1(2H)-yl)phenyl)prop-2-yn-1-yl)-1-oxa-4,9-diazaspiro[5.5]undecane-9-carboxylate